1-ethyl-1H-[1,2,4]triazol-3-ylamine C(C)N1N=C(N=C1)N